tert-butyl N-[(tert-butoxy)carbonyl]-N-(5-[(diphenylmethylene)amino]-4-fluoro-3-methylpyridin-2-yl)carbamate C(C)(C)(C)OC(=O)N(C(OC(C)(C)C)=O)C1=NC=C(C(=C1C)F)N=C(C1=CC=CC=C1)C1=CC=CC=C1